NC(=NS(=O)(=O)C1=CC=C(C=C1)C)C1=CC(=CC=C1)C N-[amino(3-methylphenyl)methylene]-4-(methyl)benzenesulfonamide